1-((1-phenyl-1H-pyrazol-5-yl)methyl)piperidin C1(=CC=CC=C1)N1N=CC=C1CN1CCCCC1